(2-[(2E)-BUT-2-EN-1-YLOXY]PHENYL)BORANEDIOL C(\C=C\C)OC1=C(C=CC=C1)B(O)O